FC1=C2C=CC=C(C2=CC=C1)N 5-fluoro-1-naphthylamine